2-(3-(3-((2-isopropoxyethyl)carbamoyl)-1H-pyrazol-5-yl)phenyl)-N-(pentan-3-yl)oxazole-5-carboxamide C(C)(C)OCCNC(=O)C1=NNC(=C1)C=1C=C(C=CC1)C=1OC(=CN1)C(=O)NC(CC)CC